5-[4-(2,3-dichloro-benzenesulfonyl)-piperazin-1-yl]-4-methyl-benzofuran-2-carboxylic acid ClC1=C(C=CC=C1Cl)S(=O)(=O)N1CCN(CC1)C=1C=CC2=C(C=C(O2)C(=O)O)C1C